FC(CNC(=O)C=1C=NN2C1C=C(C=C2)C2=CNC=1N=CN=C(C12)C=1C=NN(C1)C)(C)C N-(2-fluoro-2-methylpropyl)-5-(4-(1-methyl-1H-pyrazol-4-yl)-7H-pyrrolo[2,3-d]pyrimidin-5-yl)pyrazolo[1,5-a]pyridine-3-carboxamide